ClC1=CC=CC2=C1NC(=N2)CNC=2C=1N(N=C(C2)N2CCN(CC2)C)C(=CN1)C=1C=NN(C1)C(C)C N-((7-chloro-1H-benzo[d]imidazol-2-yl)methyl)-3-(1-isopropyl-1H-pyrazol-4-yl)-6-(4-methylpiperazin-1-yl)imidazo[1,2-b]pyridazin-8-amine